NC1=NC=2C=CC(=CC2C2=C1C(OC2)C)C(=O)N(C2CCOC1=CC(=CC=C21)C=2C=NN(C2)C)CC2=NC=CC=C2F 4-amino-N-((3-fluoropyridin-2-yl)methyl)-3-methyl-N-(7-(1-methyl-1H-pyrazol-4-yl)chroman-4-yl)-1,3-dihydrofuro[3,4-c]quinoline-8-carboxamide